C(C)(=O)C1=CN=C(C=2N1N=C(C2Br)C2=C(C=C(C=C2)NC(C(=C)F)=O)F)N N-(4-(7-acetyl-4-amino-3-bromopyrazolo[1,5-a]pyrazin-2-yl)-3-fluorophenyl)-2-fluoroacrylamide